2-(2-((7-(2-(aminomethyl)pyridin-4-yl)benzofuran-5-yl)methoxy)-4-(trifluoromethyl)phenyl)acetic acid NCC1=NC=CC(=C1)C1=CC(=CC=2C=COC21)COC2=C(C=CC(=C2)C(F)(F)F)CC(=O)O